O=C1N(CCC1)C=1C=C(SC1)C(=O)O 4-(2-oxopyrrolidin-1-yl)thiophene-2-carboxylic acid